2-chloro-N-[4-(cyanomethyl)-2,5-difluoro-phenyl]quinoline-5-sulfonamide ClC1=NC=2C=CC=C(C2C=C1)S(=O)(=O)NC1=C(C=C(C(=C1)F)CC#N)F